C(C)(C)N(C=1N=C(C2=C(N1)N=CC=C2)N2C(COCC2)C2=C(C=CC=C2)C(F)(F)F)C N-isopropyl-N-methyl-4-(3-(2-(trifluoromethyl)phenyl)morpholino)pyrido[2,3-d]pyrimidin-2-amine